C1(=CC=C(C=C1)[C@H]1CC[C@H](N1)C(=O)O)C (2S,5R)-5-(p-tolyl)pyrrolidine-2-carboxylic acid